C(#C)C1CCN(CC1)OC 4-ethynyl-1-methoxypiperidine